N-(oxazol-2-yl-methyl)-acetamide O1C(=NC=C1)CNC(C)=O